N4-cyclohexyl-N6-(2-methoxy-4-morpholinophenyl)-3-(1-methyl-1H-pyrazol-5-yl)-1H-pyrazolo[3,4-d]pyrimidine-4,6-diamine C1(CCCCC1)NC1=C2C(=NC(=N1)NC1=C(C=C(C=C1)N1CCOCC1)OC)NN=C2C2=CC=NN2C